methacryloyl-octyl-trimethoxysilane C(C(=C)C)(=O)CO[Si](OC)(OC)CCCCCCCC